2-(tert-butylamino)-5-methyl-4-(5-methylfuran-2-yl)-6H-1,3-oxazin-6-one C(C)(C)(C)NC=1OC(C(=C(N1)C=1OC(=CC1)C)C)=O